ClC=1C=C2C(=CN1)N(C(=C2)C=2C(=NC=C(C2OC)F)OC)C 3-{5-chloro-1-methylpyrrolo[2,3-c]pyridin-2-yl}-5-fluoro-2,4-dimethoxypyridine